2-(butylnitroamino)ethyl nitrate [N+](=O)(OCCN([N+](=O)[O-])CCCC)[O-]